OCC1CCN(CC1)C1=CC2=C(NCCO2)C=C1NC(=O)C=1C=NN2C1N=CC=C2 N-[7-[4-(hydroxymethyl)-1-piperidyl]-3,4-dihydro-2H-1,4-benzoxazin-6-yl]pyrazolo[1,5-a]pyrimidine-3-carboxamide